2-[[4-[[4-[2,3-difluoro-4-(4,4,5,5-tetramethyl-1,3,2-dioxaborolan-2-yl)phenyl]-3-methyl-pyrazol-1-yl]methyl]triazol-1-yl]methoxy]ethyl-trimethyl-silane FC1=C(C=CC(=C1F)B1OC(C(O1)(C)C)(C)C)C=1C(=NN(C1)CC=1N=NN(C1)COCC[Si](C)(C)C)C